C(C)C1[C@H]2CN3[C@@H]1[C@H](C=1NC4=CC=C(C=C4C1CC3)O)C2 (2S,12R,12aS)-1-ethyl-1,2,3,5,6,11,12,12a-octahydro-2,12-methanopyrrolo[1',2':1,2]azepino[4,5-b]indol-8-ol